BrCC1=CC(=NC2=C(C=CN=C12)OC(C)C)Cl 4-(bromomethyl)-2-chloro-8-isopropoxy-1,5-naphthyridine